C1(=CC=CC=C1)C=1C=CC=2N(C3=CC=C(C=C3C2C1)C1=CC=CC=C1)C1=C(C#N)C=CC(=C1N1C2=CC=C(C=C2C=2C=C(C=CC12)C1=CC=CC=C1)C1=CC=CC=C1)C1=NC2=C(N1C1=CC=CC=C1)C=CC=C2 2,3-bis(3,6-diphenyl-9H-carbazol-9-yl)-4-(1-phenyl-1H-benzo[d]imidazol-2-yl)benzonitrile